BrC1=C(C=C2C(CC(N(C2=C1)C=1C(=NC(=CC1)C)C(C)C)=O)=O)F 7-bromo-6-Fluoro-1-(2-isopropyl-6-methyl-pyridyl)quinoline-2,4-dione